OCC1(CCC(CC1)=C)C(=O)OCC ethyl 1-(hydroxymethyl)-4-methylenecyclohexane-1-carboxylate